FC=1C=C(C=C(C1O)C(C)C)C1=C2CCN([C@@H](C2=CC=C1OC)C)C(=O)OC(C)(C)C tert-Butyl (1R)-5-(3-fluoro-4-hydroxy-5-isopropyl-phenyl)-6-methoxy-1-methyl-3,4-dihydro-1H-isoquinoline-2-carboxylate